2-(1-(4-amino-3-(2,3-difluoro-4-methoxyphenyl)-1H-pyrazolo[3,4-d]pyrimidin-1-yl)ethyl)-5-chloro-3-phenylquinazoline NC1=C2C(=NC=N1)N(N=C2C2=C(C(=C(C=C2)OC)F)F)C(C)C2N=C1C=CC=C(C1=CN2C2=CC=CC=C2)Cl